di-tert-butyl (4-bromo-1,2-phenylene)bis(methylcarbamate) BrC1=CC(=C(C=C1)N(C(OC(C)(C)C)=O)C)N(C(OC(C)(C)C)=O)C